2-(2-fluoro-6-(1H-benzimidazol-5-yl)-4-propylphenyl)propan-2-ol FC1=C(C(=CC(=C1)CCC)C1=CC2=C(NC=N2)C=C1)C(C)(C)O